(3R,4S)-3-amino-4-(3-boranopropyl)pyrrolidine-3-carboxylic acid dihydrochloride Cl.Cl.N[C@]1(CNC[C@@H]1C1C(C)B1)C(=O)O